4,5-dimethoxy-1,3-dimethylimidazolium-2-carboxylate COC=1[N+](=C(N(C1OC)C)C(=O)[O-])C